ClC=1C=CC=2C(=NC=C(N2)N2CCC3(C(C(OC3)C)N)CC2)N1 8-(6-chloropyrido[2,3-b]pyrazin-2-yl)-3-methyl-2-oxa-8-azaspiro[4.5]decan-4-amine